(S)-(1-((4-(3-amino-4-methyl-1H-indazol-5-yl)-3,5-difluorophenyl)sulfonyl)-4,4-difluoropyrrolidin-2-yl)methanol NC1=NNC2=CC=C(C(=C12)C)C1=C(C=C(C=C1F)S(=O)(=O)N1[C@@H](CC(C1)(F)F)CO)F